[Na].C(C=C)OCC(CS(=O)(=O)O)O 3-allyloxy-2-hydroxy-1-propanesulfonic acid sodium